ClC1=NC=C(C(=C1)C1=C(C=NC(=C1)C)C(=O)NC=1SC=2N=C(N=CC2N1)N1CC2CCC(C1)N2C(=O)OC(C)(C)C)OC tert-butyl 3-(2-{2'-chloro-5'-methoxy-6-methyl-[4,4'-bipyridine]-3-amido}-[1,3]thiazolo[5,4-d]pyrimidin-5-yl)-3,8-diazabicyclo[3.2.1]octane-8-carboxylate